6'-((Perfluoropropane-2,2-diyl)bis(4,1-phenylene))bis(2,4-diphenyl-1,3,5-triazine) FC(C(C(F)(F)F)(C1=CC=C(C=C1)C1=NC(=NC(=N1)C1=CC=CC=C1)C1=CC=CC=C1)C1=CC=C(C=C1)C1=NC(=NC(=N1)C1=CC=CC=C1)C1=CC=CC=C1)(F)F